C(C)OC(=O)[C@H]1[C@@H](C1)C1=C(N(C2=CC=C(C=C12)OCOC)C1=CC(=C(C=C1)F)C)C1CCOCC1 Trans-ethyl-2-[1-(4-fluoro-3-methyl-phenyl)-5-(methoxymethoxy)-2-tetrahydro-pyran-4-yl-indol-3-yl]cyclopropanecarboxylate